(2,2-dimethylcyclopropyl)-2-oxo-1,2-dihydropyridine-3-carboxylic acid CC1(C(C1)N1C(C(=CC=C1)C(=O)O)=O)C